Cl.N[C@H]1CC2(CN(C2)C(=O)OC(C)(C)C)CC1 tert-butyl (R)-6-amino-2-azaspiro[3.4]octane-2-carboxylate hydrochloride